2-Oxo-2-(2-oxo-1,2,3,4-tetrahydro-1,7-naphthyridin-6-yl)ethyl (1S,3S)-7-(6-amino-3-chloro-2-fluorophenyl)-1-methyl-5-oxo-1,2,3,5-tetrahydroindolizine-3-carboxylate NC1=CC=C(C(=C1C1=CC(N2[C@@H](C[C@@H](C2=C1)C)C(=O)OCC(C=1C=C2CCC(NC2=CN1)=O)=O)=O)F)Cl